2-chloro-1-(1-methyl-2-oxabicyclo[2.1.1]hex-4-yl)ethan-1-one tert-butyl-4-(bis(2,3-dihydrobenzofuran-5-yl)methyl)piperazine-1-carboxylate C(C)(C)(C)OC(=O)N1CCN(CC1)C(C=1C=CC2=C(CCO2)C1)C=1C=CC2=C(CCO2)C1.ClCC(=O)C12COC(C1)(C2)C